7-benzyl-1-(3-hydroxypropyl)-3-methyl-8-(m-tolyloxy)-1H-purine-2,6(3H,7H)-dione C(C1=CC=CC=C1)N1C(=NC=2N(C(N(C(C12)=O)CCCO)=O)C)OC=1C=C(C=CC1)C